behenyl glutamate N[C@@H](CCC(=O)[O-])C(=O)OCCCCCCCCCCCCCCCCCCCCCC